ClC1=NN2C=3CCCN(C3C=NC2=C1)C1=CC=C(C=C1)[C@@H](C(F)(F)F)N(C(CO)=O)C N-[(1S)-1-[4-(4-chloro-2,3,7,10-tetrazatricyclo[7.4.0.02,6]trideca-1(9),3,5,7-tetraen-10-yl)phenyl]-2,2,2-trifluoro-ethyl]-2-hydroxy-N-methyl-acetamide